C(C)(C)(C)C=1C=C(C(=O)N=C2NCCN2)C=CC1NC1=CC(=CC=C1)C(NCCC1COCC1)=O 3-tert-butyl-N-[(2E)-imidazolidin-2-ylidene]-4-[(3-{[2-(oxolan-3-yl)ethyl]carbamoyl}phenyl)amino]benzamide